1,8-dimethyl-5-[[(1R)-1-[3-(trifluoromethyl)phenyl]ethyl]amino]-3H-imidazo[4,5-g]phthalazin-2-one CN1C(NC=2C1=CC=1C(=NN=C(C1C2)N[C@H](C)C2=CC(=CC=C2)C(F)(F)F)C)=O